(3aR,6aR)-5-cyano-N-(2-fluoro-5-(trifluoromethyl)phenyl)hexa-hydropyrrolo[3,4-b]pyrrole-1(2H)-carboxamide C(#N)N1C[C@@H]2N(CC[C@@H]2C1)C(=O)NC1=C(C=CC(=C1)C(F)(F)F)F